C(C)(C)(C)S(=O)\N=C\C1(CN(CC1)C1=C(C(=C(C(=C1)F)S(=O)(=O)N(C1=NC(=CC=C1)F)CC1=C(C=C(C=C1)OC)OC)F)Cl)C 4-[3-[(E)-tert-butylsulfinyliminomethyl]-3-methyl-pyrrolidin-1-yl]-3-chloro-N-[(2,4-dimethoxyphenyl)methyl]-2,6-difluoro-N-(6-fluoro-2-pyridyl)benzenesulfonamide